(R)-N-(5-(1-((2-Amino-5-chloropyridin-3-yl)oxy)ethyl)-2-fluorophenyl)-2-chloro-3-methylbenzamid NC1=NC=C(C=C1O[C@H](C)C=1C=CC(=C(C1)NC(C1=C(C(=CC=C1)C)Cl)=O)F)Cl